4-[tert-butyl(diphenyl)silyl]oxybutan-1-amine [Si](C1=CC=CC=C1)(C1=CC=CC=C1)(C(C)(C)C)OCCCCN